tert-butyl-3-(1-(3-bromophenyl)-3-methylenecyclobutyl)-4-methyl-4H-1,2,4-triazole C(C)(C)(C)C=1N(C(=NN1)C1(CC(C1)=C)C1=CC(=CC=C1)Br)C